2-ethylhexyl laurate C(CCCCCCCCCCC)(=O)OCC(CCCC)CC